N-(4-aminosulfonylphenyl)-4-(2-{[4-(morpholin-4-yl)phenyl]amino}pyrimidin-4-yl)piperazine-1-carboxamide NS(=O)(=O)C1=CC=C(C=C1)NC(=O)N1CCN(CC1)C1=NC(=NC=C1)NC1=CC=C(C=C1)N1CCOCC1